N-[5-[2-methyl-5-[(3S)-pyrrolidin-3-yl]oxy-4-pyridyl]pyrazolo[1,5-a]pyridin-2-yl]cyclopropanecarboxamide CC1=NC=C(C(=C1)C1=CC=2N(C=C1)N=C(C2)NC(=O)C2CC2)O[C@@H]2CNCC2